tert-Butyl 10-((4-(2-methoxyphenyl)-6-oxo-3,6-dihydropyridin-1(2H)-yl)methyl)-7-azaspiro[4.5]decane-7-carboxylate COC1=C(C=CC=C1)C=1CCN(C(C1)=O)CC1CCN(CC12CCCC2)C(=O)OC(C)(C)C